4-acetyl-2'-deoxycytidine C(C)(=O)C1(NC(N([C@H]2C[C@H](O)[C@@H](CO)O2)C=C1)=O)N